tert-butyl (2R,4S)-2-(((S)-1-(((6-amino-2-methylpyridin-3-yl)methyl)amino)-1-oxopropan-2-yl)carbamoyl)-4-(3,5-bis(trifluoromethyl)benzyl)pyrrolidine-1-carboxylate NC1=CC=C(C(=N1)C)CNC([C@H](C)NC(=O)[C@@H]1N(C[C@H](C1)CC1=CC(=CC(=C1)C(F)(F)F)C(F)(F)F)C(=O)OC(C)(C)C)=O